(cis)-3-chloro-1-methanesulfonylmethyl-5-methyl-5,6,8a,9-tetrahydro-8H-7,10-dioxa-2,4,4b-triazaphenanthrene ClC=1N=C(C=2OC[C@H]3COC[C@@H](N3C2N1)C)CS(=O)(=O)C